(butyldimethylsilyl)2-methylpropan C(CCC)[Si](C)(C)CC(C)C